silyl ether diacrylate C(C=C)(=O)O.C(C=C)(=O)O.[SiH3]O[SiH3]